BrC1=C(NC)C(=CC(=C1)Cl)[N+](=O)[O-] 2-Bromo-4-chloro-N-methyl-6-nitroaniline